O=C1NC(CC[C@@H]1C1=CC=C(C=C1)N1CCC(CC1)CCN1CCC(CC1)(C(=O)NCC1(CCN(CC1)C1=CN=NC(=C1)C1=C(C=CC=C1)O)C1=CC=CC=C1)OC1=CC=CC=C1)=O |r| RAC-(R)-1-(2-(1-(4-(2,6-DIOXOPIPERIDIN-3-YL)PHENYL)PIPERIDIN-4-YL)ETHYL)-N-((1-(6-(2-HYDROXYPHENYL)PYRIDAZIN-4-YL)-4-PHENYLPIPERIDIN-4-YL)METHYL)-4-PHENOXYPIPERIDINE-4-CARBOXAMIDE